NC1=NN2C(C=C(C=C2)C=2C=C(C(=NC2)OCC)C(=O)NCC2=C(C=CC=C2)SC(C)C)=N1 5-{2-amino-[1,2,4]triazolo[1,5-a]pyridin-7-yl}-2-ethoxy-N-{[2-(prop-2-ylsulfanyl)phenyl]methyl}pyridine-3-carboxamide